4-((5-bromo-1-(4-chlorophenyl)-1-hydroxy-3-oxoisoindolin-2-yl)methyl)benzonitrile BrC=1C=C2C(N(C(C2=CC1)(O)C1=CC=C(C=C1)Cl)CC1=CC=C(C#N)C=C1)=O